C1(CCCC1)NC1=C2C(=CC(=N1)OCCO)NN=C2[C@@H]2[C@@H]([C@@H]([C@H](O2)COC(CO)(C)P(O)(O)=O)O)O (2-(((2R,3S,4R,5R)-5-(4-(cyclopentylamino)-6-(2-hydroxy-ethoxy)-1H-pyrazolo[3,4-d]-pyridin-3-yl)-3,4-dihydroxy-tetrahydrofuran-2-yl)methoxy)-1-hydroxypropan-2-yl)phosphonic acid